N-[3-chloro-4-[4-(piperidine-4-carbonyl)piperazine-1-carbonyl]phenyl]-5-[1-(fluoromethyl)-3-(trifluoromethyl)pyrazol-4-yl]-1-methylimidazole-2-carboxamide ClC=1C=C(C=CC1C(=O)N1CCN(CC1)C(=O)C1CCNCC1)NC(=O)C=1N(C(=CN1)C=1C(=NN(C1)CF)C(F)(F)F)C